ACETATE HYDROCHLORIDE Cl.C(C)(=O)O